FC(CN1C(=NC2=NC=C(C=C21)C=2C=CN1N=C(N=CC12)NC1CC(C1)O)C)F 3-((5-(1-(2,2-difluoroethyl)-2-methyl-1H-imidazo[4,5-b]pyridin-6-yl)pyrrolo[2,1-f][1,2,4]triazin-2-yl)amino)cyclobutan-1-ol